1-bromo-4-chloro-2-(methylsulfinyl)benzene BrC1=C(C=C(C=C1)Cl)S(=O)C